[Si](C)(C)(C(C)(C)C)OC1CCC(CC1)N(C1=C(C=CC(=C1)F)N[C@H](C)C=1C=C(C=C2C(N(C(=NC12)C1CCOCC1)C)=O)C)C (R)-8-(1-((2-((4-((tert-butyldimethylsilyl)oxy)cyclohexyl)(methyl)amino)-4-fluorophenyl)amino)ethyl)-3,6-dimethyl-2-(tetrahydro-2H-pyran-4-yl)quinazolin-4(3H)-one